CS(=O)(=O)C1CN(CCC1)C1=NC=C(C=N1)CC(=O)NC(C=1OC(=CC1)C)C1=C(C=C(C=C1)C)N1CCCCC1 2-[2-(3-methanesulfonyl-piperidin-1-yl)pyrimidin-5-yl]-N-{[4-methyl-2-(piperidin-1-yl)phenyl](5-methylfuran-2-yl)methyl}acetamide